CS(=O)(=O)OCC1NC(C2=CC=C(C=C2C1)Br)=O (6-bromo-1-oxo-1,2,3,4-tetrahydroisoquinolin-3-yl)methyl methanesulfonate